OCC=1C2=C(C(=NC1)C)C(OC2)=O 7-(hydroxymethyl)-4-methyl-1H-furo[3,4-c]pyridin-3-one